COCCNC=1N=CC2=C(N1)N(C=C2C2=CC=C(C=C2)CN2CCN(CC2)C(=O)OC(C)(C)C)[C@@H]2CC[C@H](CC2)O tert-Butyl 4-[(4-[2-[(2-methoxyethyl)amino]-7-[trans-4-hydroxycyclohexyl]-7H-pyrrolo[2,3-d]pyrimidin-5-yl]phenyl)methyl]piperazine-1-carboxylate